4-(5-(1-(difluoromethyl)-1H-imidazol-4-yl)benzo[d]oxazol-2-yl)pyridinecarboxylic acid ethyl ester C(C)OC(=O)C1=NC=CC(=C1)C=1OC2=C(N1)C=C(C=C2)C=2N=CN(C2)C(F)F